2-oxo-5-(5-sulfamoylfuran-3-carboxamido)hexandiamid O=C(C(=O)N)CCC(C(=O)N)NC(=O)C1=COC(=C1)S(N)(=O)=O